7-((5-(4-cyclopropyl-4-hydroxypiperidin-1-yl)pyridin-2-yl)amino)-4-(7-fluoroimidazo[1,2-a]pyridin-3-yl)-1-oxoisoindoline-2-carboxylic acid tert-butyl ester C(C)(C)(C)OC(=O)N1C(C2=C(C=CC(=C2C1)C1=CN=C2N1C=CC(=C2)F)NC2=NC=C(C=C2)N2CCC(CC2)(O)C2CC2)=O